C(C)(C)NC[C@H](COC1=CC=C(C2=CC=CC=C12)Cl)O R-1-isopropylamino-3-(4-chloro-1-naphthyloxy)-2-propanol